7-bromo-6,8-difluoro-3-methyl-3,4-dihydro-1H-quinoxalin-2-one BrC1=C(C=C2NC(C(NC2=C1F)=O)C)F